(1S,3R)-3-(3-amino-1-tert-butyl-1H-pyrazol-5-yl)cyclopentyl-N-(propan-2-yl)carbamate NC1=NN(C(=C1)[C@H]1C[C@H](CC1)N(C([O-])=O)C(C)C)C(C)(C)C